2-(pyrazin-2-yl)acetamide N1=C(C=NC=C1)CC(=O)N